C(C)C(CN([C@@H](C)C(=O)O)P(=O)(OC1=CC=2CCCCC2C=C1)OC1=C(C(=C(C(=C1F)F)F)F)F)CC.C(C)(C)C1=C(C=CC=C1)C1(N(C(CC1)([2H])[2H])C1CC2(C1)CCN(CC2)C2=CC=C(C(=O)N)C=C2)[2H] 4-(2-(2-(2-isopropylphenyl)pyrrolidin-1-yl-2,5,5-d3)-7-azaspiro[3.5]nonan-7-yl)benzamide 2-ethylbutyl-((perfluorophenoxy)((5,6,7,8-tetrahydronaphthalen-2-yl)oxy)phosphoryl)-L-alaninate